3-[3-(1H-Benzimidazol-2-ylsulfanylmethyl)-4-methoxyphenyl]-1-(4-hydroxyphenyl)prop-2-en-1-one N1C(=NC2=C1C=CC=C2)SCC=2C=C(C=CC2OC)C=CC(=O)C2=CC=C(C=C2)O